lithium 2,2,6,6-tetramethyl-piperidate CC1(N(C(CCC1)(C)C)C(=O)[O-])C.[Li+]